methyl-2-(4-morpholinyl)-1-[4-(methylthio)phenyl]-1-propanone CC(C(=O)C1=CC=C(C=C1)SC)(C)N1CCOCC1